3-Cyclopropyl-5-(3-methylpyridin-2-ylmethyl)-4-oxo-4,5,6,7-tetrahydropyrazolo[1,5-a]pyrazine-2-carboxylic acid (5-difluoromethyl-[1,3,4]thiadiazol-2-yl) amide FC(C1=NN=C(S1)NC(=O)C1=NN2C(C(N(CC2)CC2=NC=CC=C2C)=O)=C1C1CC1)F